[N+](=O)([O-])C1=C(C=CC(=C1)C(F)(F)F)N1C2CCCC1CC2 8-(2-nitro-4-(trifluoromethyl)phenyl)-8-azabicyclo[3.2.1]octane